9-[4-(2,3-dihydro-1-benzofuran-5-yloxy)phenyl]-3,4-dihydropyrido[2,1-c][1,2,4]thiadiazine 2,2-dioxide O1CCC2=C1C=CC(=C2)OC2=CC=C(C=C2)C2=CC=CN1C2=NS(CC1)(=O)=O